(3-allyloxy-2-((allyloxy) methyl) propyl) dichlorophosphate P(=O)(OCC(COCC=C)COCC=C)(Cl)Cl